8-((1S,2S)-2-(4-chloro-1-(2,2,2-trifluoroethyl)-1H-indazol-6-yl)cyclopropyl)-6-(2,4-dimethoxypyrimidin-5-yl)imidazo[1,2-b]pyridazine ClC1=C2C=NN(C2=CC(=C1)[C@@H]1[C@H](C1)C=1C=2N(N=C(C1)C=1C(=NC(=NC1)OC)OC)C=CN2)CC(F)(F)F